NCCCOCCCN di(aminopropyl)ether